isopropyl (2R,3S,5R)-3-((N,N-dimethylsulfamoyl)amino)-5-methyl-2-((((1R,3R,6S)-6-(pyrimidin-2-yl)bicyclo[4.1.0]heptan-3-yl)oxy)methyl)pyrrolidine-1-carboxylate CN(S(=O)(=O)N[C@@H]1[C@@H](N([C@@H](C1)C)C(=O)OC(C)C)CO[C@H]1C[C@H]2C[C@]2(CC1)C1=NC=CC=N1)C